C(C)(C)(C)OC(=O)C=1C2=C(SC1N)CCC2 2-amino-5,6-dihydro-4H-cyclopenta[b]thiophene-3-carboxylic acid tert-butyl ester